2-[(4-amino-3-hydroxy-phenyl)methyl]-3-[(4-chloro-2-methyl-pyrazol-3-yl)methyl]isoindolin-1-one NC1=C(C=C(C=C1)CN1C(C2=CC=CC=C2C1CC=1N(N=CC1Cl)C)=O)O